(4-(4-(((tetrahydro-2H-pyran-2-yl)oxy)Methyl)-1H-1,2,3-triazol-1-yl)phenyl)methanamine O1C(CCCC1)OCC=1N=NN(C1)C1=CC=C(C=C1)CN